C(CCCCC)(=O)OCN1C(CCC2=CC=C(C=C12)OCCCCN1CCN(CC1)C1=C(C(=CC=C1)Cl)Cl)=O (7-(4-(4-(2,3-dichlorophenyl)piperazin-1-yl)butoxy)-2-oxo-3,4-dihydroquinolin-1(2H)-yl)methyl hexanoate